ClC1=NC2=CC=C(C=C2N=C1)C(=O)O 2-Chloroquinoxaline-6-carboxylic acid